N1C(=CC=C1)\C=C\1/C(NC2=CC=C(C=C12)NCC1=CC=CC=C1)=O (Z)-3-((1H-pyrrol-2-yl)methylene)-5-(benzylamino)indolin-2-one